(3aR,5s,6aS)-N-[6-(2-chloro-5-fluoro-phenyl)pyridazin-3-yl]-2-(2-pyridyl-methyl)-3,3a,4,5,6,6a-hexahydro-1H-cyclopenta[c]pyrrol-5-amine ClC1=C(C=C(C=C1)F)C1=CC=C(N=N1)NC1C[C@@H]2[C@@H](CN(C2)CC2=NC=CC=C2)C1